OC1=CC=C(C=C1)C(=C(CC)C1=CC=CC=C1)C1=CC=C(OCCN2CCN(CC2)C=2N=CC(=NC2)C=2C=C3C(NC(C3=CC2)=O)=O)C=C1 5-(5-(4-(2-(4-(1-(4-hydroxyphenyl)-2-phenylbut-1-en-1-yl)phenoxy)ethyl)piperazin-1-yl)pyrazin-2-yl)isoindoline-1,3-dione